1-(4-{5-amino-6-[1-(2-chloro-3,6-difluoro-phenyl)-ethoxy]-pyrazin-2-yl}-phenyl)-3-(2-hydroxy-ethyl)-urea NC=1N=CC(=NC1OC(C)C1=C(C(=CC=C1F)F)Cl)C1=CC=C(C=C1)NC(=O)NCCO